ClC=1C=C(C(=O)N(CC2CC2)C(C)C=2C(=NC=CN2)C(=O)NN(C(=O)OC(C)(C)C)C)C=C(C1)C(F)(F)F Tert-butyl 2-(3-(1-(3-chloro-N-(cyclopropylmethyl)-5-(trifluoromethyl)benzamido)ethyl)pyrazine-2-carbonyl)-1-methylhydrazine-1-carboxylate